ClC=1OC(=CN1)C1=CC(=CC=C1)C(F)F 2-chloro-5-[3-(difluoromethyl)phenyl]-1,3-oxazole